3-(3-(4-(4-Fluorobenzoyl)piperazin-1-yl)propyl)-8-phenyl-1,3-diazaspiro[4.5]decane-2,4-dione FC1=CC=C(C(=O)N2CCN(CC2)CCCN2C(NC3(C2=O)CCC(CC3)C3=CC=CC=C3)=O)C=C1